N1(N=CC=C1)C1=CC=C(CN(C2=CC(=CC=C2)COCCOCC2=CC(=CC=C2)OC)CC2=CC(=CC=C2)OC)C=C1 N-(4-(1H-pyrazol-1-yl)benzyl)-N-(3-methoxybenzyl)-3-((2-(3-methoxybenzyloxy)ethoxy)methyl)aniline